COC1=CC(=CC2=C1N(N=N2)C)/C=C/C(=O)OCC Ethyl (E)-3-(7-methoxy-1-methyl-1H-benzo[d][1,2,3]triazol-5-yl)acrylate